[N-](S(=O)(=O)C(F)(F)F)S(=O)(=O)C(F)(F)F.C(CCC)[P+](CCOC)(CCCC)CCCC Tributyl(2-methoxyethyl)phosphonium bis(trifluoromethanesulfonyl)imide